1,4,5,6-tetrahydrocyclopenta[b]pyrrole N1C2=C(C=C1)CCC2